CN1C(C(C2=CC=C(C=C12)C(=O)OC)=O)=O methyl 1-methyl-2,3-dioxoindoline-6-carboxylate